N[C@H](CC(=O)O)CC1=CC=CC2=CC=CC=C12 (S)-β-amino-4-(1-naphthyl)-butyric acid